[Si](C)(C)(C(C)(C)C)OC(CNC([O-])=O)CF (2-((tert-butyldimethylsilyl)oxy)-3-fluoropropyl)carbamate